(3-((6,7-dimethoxy-3-methyl-4-oxo-3,4-dihydro-phthalazin-1-yl)methyl)phenyl)carbamic acid tert-butyl ester C(C)(C)(C)OC(NC1=CC(=CC=C1)CC1=NN(C(C2=CC(=C(C=C12)OC)OC)=O)C)=O